2-(4-cyclopropyl-6-methoxypyrimidin-5-yl)-4-(3-fluoro-4-(3-methyl-5-(trifluoromethyl)-1H-pyrazol-1-yl)benzyl)-6,7-dihydropyrazolo[1,5-a]pyrimidin-5(4H)-one C1(CC1)C1=NC=NC(=C1C1=NN2C(N(C(CC2)=O)CC2=CC(=C(C=C2)N2N=C(C=C2C(F)(F)F)C)F)=C1)OC